CC1=C(C(=CC(=C1)F)C)B(O)O 2,6-dimethyl-4-fluorobenzeneboronic acid